rac-3-methyl-6-(((trifluoromethyl)sulfonyl)oxy)-3,4-dihydropyridine-1(2H)-carboxylic acid tert-butyl ester C(C)(C)(C)OC(=O)N1C[C@@H](CC=C1OS(=O)(=O)C(F)(F)F)C |r|